ClC=1C(=C(CN2[C@@H](C[C@@](CC2)(C(=O)O)CC2=NC(=C(C(=C2F)C=2OC=CN2)C)NC2=NNC(=C2)C)C)C=CC1)F (2R,4R)-1-(3-chloro-2-fluorobenzyl)-4-((3-fluoro-5-methyl-6-((5-methyl-1H-pyrazol-3-yl)amino)-4-(oxazol-2-yl)pyridin-2-yl)methyl)-2-methylpiperidine-4-carboxylic acid